FC1(CN(CC[C@H]1OC)C1=NC=CC(=N1)N)F (R)-2-(3,3-difluoro-4-methoxypiperidin-1-yl)pyrimidin-4-amine